C(C)OC(C(C(=O)C=1OC=C(C1)C1=CN(C2=CC=CC=C12)C(=O)OC(C)(C)C)(F)F)=O 2,2-difluoro-3-(4-(1-Boc-1H-indol-3-yl)furan-2-yl)-3-oxopropanoic acid ethyl ester